The molecule is the conjugate base of methoxymycolic acid type-3 (IX''). A class of mycolic acids characterized by the presence of a proximal cis- cyclopropyl group followed by a cis C=C double bond and a distal (CH-CH3)-(CHO-CH3) fragment of (S,S) stereochemistry in the meromycolic chain. CC[C@H](C)[C@H](C/C=C\\CC1CC1C[C@H]([C@@H](CC)C(=O)[O-])O)OC